6-(2,6-Dichloro-4-nitrophenoxy)-2-(4-fluorobenzyl)-3,4-dihydroisoquinolin-1(2H)-one ClC1=C(OC=2C=C3CCN(C(C3=CC2)=O)CC2=CC=C(C=C2)F)C(=CC(=C1)[N+](=O)[O-])Cl